methyl (2S,4R)-4-(difluoromethoxy)-1-((4-phenoxybutanoyl) glycyl)pyrrolidine-2-carboxylate FC(O[C@@H]1C[C@H](N(C1)C(CNC(CCCOC1=CC=CC=C1)=O)=O)C(=O)OC)F